2-(2-chloro-3-methylphenyl)propan-2-amine hydrochloride Cl.ClC1=C(C=CC=C1C)C(C)(C)N